N-(4-(Sec-butoxy)benzyl)-2-((3-(2,6-dioxopiperidin-3-yl)-1-methyl-1H-indazol-7-yl)oxy)acetamide C(C)(CC)OC1=CC=C(CNC(COC=2C=CC=C3C(=NN(C23)C)C2C(NC(CC2)=O)=O)=O)C=C1